methyl {[(7R)-3-(benzyloxy)-7-{[(benzyloxy)carbonyl](3-methylbutyl)amino}-1-fluoro-5,6,7,8-tetrahydronaphthalen-2-yl]amino}(2H2)acetate C(C1=CC=CC=C1)OC=1C(=C(C=2C[C@@H](CCC2C1)N(CCC(C)C)C(=O)OCC1=CC=CC=C1)F)NC(C(=O)OC)([2H])[2H]